ClC=1C=C(C=C(C1C1C(NC(CC1)=O)=O)C)N1CC(C1)NC(OC(C)(C)C)=O tert-butyl (1-(3-chloro-4-(2,6-dioxopiperidin-3-yl)-5-methylphenyl)azetidin-3-yl)carbamate